(1S,5R)-N-(6-aminopyridin-2-yl)-3-(8-cyanoquinolin-5-yl)-5-(trifluoromethyl)-3-azabicyclo[3.1.0]hexane-1-carboxamide NC1=CC=CC(=N1)NC(=O)[C@@]12CN(C[C@]2(C1)C(F)(F)F)C1=C2C=CC=NC2=C(C=C1)C#N